tert-butyl 1-((R)-1,1-dimethylethylsulfonamido)-2-fluoro-8-azaspiro[4.5]decane-8-carboxylate CC(C)(C)S(=O)(=O)NC1C(CCC12CCN(CC2)C(=O)OC(C)(C)C)F